NC=1C(=NC(=CN1)C1=C(C(=C(C=C1)N1C[C@@H](OCC1)C(C)C)F)F)C=1C=C2CCNC(C2=CC1F)=O (S)-6-(3-amino-6-(2,3-difluoro-4-(2-isopropylmorpholino)phenyl)pyrazin-2-yl)-7-fluoro-3,4-dihydroisoquinolin-1(2H)-one